BrC=1C=CC=2C=3C=C4C(=CC3C3(C5=CC=CC=C5OC=5C=CC=CC35)C2C1)C=CC=C4 2-bromospiro[benzo[b]fluorene-11,9'-xanthene]